ClC1=CC=CC=2C=3N(C(=NC12)NC=1C(N=CC=CC1)=O)N=C(N3)C3=CC=NC=C3 (3R)-3-{[7-chloro-2-(pyridin-4-yl)[1,2,4]triazolo[1,5-c]quinazolin-5-yl]amino}azepin-2-one